2-chloro-6-methyl-N-(1H-1,2,4-triazol-3-yl)benzamide ClC1=C(C(=O)NC2=NNC=N2)C(=CC=C1)C